ClC1=CC=C(C=C1)C(C)O 1-(4-chlorophenyl)ethan-1-ol